O=C1N(C(OC1)C=1C=C(C(=O)NCCCCN2C=NC=C2)C=CC1)C1=CC=CC=C1 3-(4-oxo-3-phenyloxazolidin-2-yl)-N-(4-(1H-imidazol-1-yl)butyl)-benzamide